CN1C(C2=CC=C(C=C2C12CCOCC2)NC(OC(C)(C)C)=O)=O Tert-butyl (2-methyl-3-oxo-2',3',5',6'-tetrahydrospiro[isoindoline-1,4'-pyran]-6-yl)carbamate